ClC=1C(=CC(=NC1)OC)B(O)O (5-chloro-2-methoxypyridin-4-yl)boronic acid